2-(1H-pyrazol-4-yl)oxazole-4-carboxamide N1N=CC(=C1)C=1OC=C(N1)C(=O)N